6-(2-(2-chloro-3-(trifluoromethyl)phenyl)-2-hydroxyacetyl)-2-(1-phenylcyclopropyl)-5,6,7,8-tetrahydropyrido[4,3-d]pyrimidin-4(3H)-one ClC1=C(C=CC=C1C(F)(F)F)C(C(=O)N1CC2=C(N=C(NC2=O)C2(CC2)C2=CC=CC=C2)CC1)O